2-((2,2,2-trifluoroethyl)amino)ethan-1-ol FC(CNCCO)(F)F